camphorsulfonic acid, thiocyanate C12(C(=O)CC(CC1)C2(C)C)CS(=O)(=O)SC#N